3-(4-bromophenyl)-N,N,3-triphenyl-3H-benzo[f]chromen-8-amine BrC1=CC=C(C=C1)C1(OC=2C=CC3=C(C2C=C1)C=CC(=C3)N(C3=CC=CC=C3)C3=CC=CC=C3)C3=CC=CC=C3